tert-Butyl N-[(15R)-8-benzyl-15-methyl-18-(trifluoromethyl)-16,22-dioxa-3,4,7,8,21-pentazatetracyclo[15.3.1.12,5.06,10]docosa-1(21),2,4,6,9,17,19-heptaen-20-yl]carbamate C(C1=CC=CC=C1)N1N=C2C3=NN=C(C=4C(=CC(=C(O[C@@H](CCCCC2=C1)C)N4)C(F)(F)F)NC(OC(C)(C)C)=O)O3